C(C=C)OC1=CC(=C(C=2C1=CC1=C(SC2)C=CC=C1)F)F 10-(allyloxy)-7,8-difluorodibenzo[b,e]thiepin